2-ethyl-3,5-divinyl-phenol C(C)C1=C(C=C(C=C1C=C)C=C)O